FC=1C(=C(C=CC1F)[C@@H]1[C@@H](O[C@]([C@H]1C)(C(F)(F)F)C)C(=O)NC1=C(C(=NC=C1)C(=O)N)F)OC 4-[[(2R,3R,4S,5R)-3-(3,4-difluoro-2-methoxy-phenyl)-4,5-dimethyl-5-(trifluoromethyl)tetrahydrofuran-2-carbonyl]amino]-3-fluoro-pyridine-2-carboxamide